ClC1N(CCN(C1)C1=C(NC=2N(C1=O)N(CN2)C=2C=CC1=C(C(=C(O1)[FH+])[FH+])C2[FH+])CC)C(=O)[O-] 2-chloro-4-(1-(trifluoroniobenzofuran-5-yl)-5-ethyl-7-oxo-4,7-dihydro-[1,2,4]triazolo[1,5-a]pyrimidin-6-yl)piperazine-1-carboxylate